C(C=C)(=O)NC(C(=O)O)(CCSSCCCC(=O)O)NC(C=C)=O diacrylamido-4,4'-dithiodibutanoic acid